dicarboxytetraphenylsilane C(=O)(O)C=1C(=C(C=CC1)[Si](C1=CC=CC=C1)(C1=CC=CC=C1)C1=CC=CC=C1)C(=O)O